6-(2-Methoxybenzyl)-2,4-dimethyl-4,6-dihydro-5H-thiazolo[5',4':4,5]pyrrolo[2,3-d]pyridazin-5-one COC1=C(CN2N=CC3=C(C2=O)N(C2=C3SC(=N2)C)C)C=CC=C1